α-cyano-β-(1-phenylindol-3-yl)-acrylate C(#N)C(C(=O)[O-])=CC1=CN(C2=CC=CC=C12)C1=CC=CC=C1